[Si](F)(F)(F)F Silicon tetrafluoride